[3-[[2-(4-methyl-sulfanylphenyl)imidazo[1,2-a]pyrazin-3-yl]amino]phenyl]-morpholin-4-ylmethanone CC1=CC(=C(C=C1)C=1N=C2N(C=CN=C2)C1NC=1C=C(C=CC1)C(=O)N1CCOCC1)S